5-[1-(2,2-Difluoro-cyclopropylmethyl)-1H-pyrazol-4-yl]-4-(4-methoxy-phenyl)-1-methyl-1H-pyridin-2-one FC1(C(C1)CN1N=CC(=C1)C=1C(=CC(N(C1)C)=O)C1=CC=C(C=C1)OC)F